C(C1=CC=CC=C1)N(C1=CC=C(C(=N1)NC1=CC=NC=C1)[N+](=O)[O-])CC1=CC=CC=C1 N6,N6-dibenzyl-3-nitro-N2-(4-pyridyl)pyridine-2,6-diamine